O=C1NC(CC[C@@H]1N1C(C2=CC=C(C=C2C1)N1CCN(CC1)C1CCC2(CCN(CC2)C(=O)OC(C)(C)C)CC1)=O)=O Tert-butyl (S)-9-(4-(2-(2,6-dioxopiperidin-3-yl)-1-oxoisoindolin-5-yl)piperazin-1-yl)-3-azaspiro[5.5]undecane-3-carboxylate